2-(5-chloro-2H-benzotriazol-2-yl)-6-(1,1-dimethylethyl)-4-methyl-phenol ClC1=CC=2C(=NN(N2)C2=C(C(=CC(=C2)C)C(C)(C)C)O)C=C1